(2S,3R)-3-((tert-butyldimethylsilyl)oxy)-2-(1-oxo-7-oxa-2-azaspiro[3.5]nonan-2-yl)butanamide [Si](C)(C)(C(C)(C)C)O[C@@H]([C@@H](C(=O)N)N1C(C2(C1)CCOCC2)=O)C